S1N=NC2=C1C=C(C=C2)\C=C\2/N=C(NC2=O)NC2CCCCCC2 (4Z)-4-(1,2,3-Benzothiadiazol-6-ylmethylene)-2-(cycloheptylamino)-1H-imidazol-5-one